(5-bromo-6-cyanopyrazin-3-yl)cyclopropaneformamide BrC=1N=C(C=NC1C#N)C1(CC1)C(=O)N